N-((3R,4R)-3-fluoro-1-((1-methyl-1H-pyrazol-4-yl)sulfonyl)piperidin-4-yl)-4-(5-methylthiazol-2-yl)-5-(trifluoromethyl)pyrimidin-2-amine F[C@@H]1CN(CC[C@H]1NC1=NC=C(C(=N1)C=1SC(=CN1)C)C(F)(F)F)S(=O)(=O)C=1C=NN(C1)C